BrC1=CC=CC(=N1)C1N(CCC1)C(=O)OC(C)(C)C tert-butyl 2-(6-bromopyridin-2-yl)pyrrolidine-1-carboxylate